N1=C(C=CC=C1C=1OC(=NN1)C1=CC(=CC2=CC=CC=C12)C1=NN=C(O1)C1=CC=CC(=N1)C1=NC=CC=C1)C1=NC=CC=C1 1,3-bis[2-(2,2'-bipyridin-6-yl)-1,3,4-oxadiazol-5-yl]naphthalene